C(CCCCCCCCCCCCCCC)(=O)OC(C(C(=O)OC(CCCCCCCCCCCCCCC)=O)C1=CC(=C(C(=C1)OC)O)OC)=O dipalmitoyl-3,5-dimethoxy-4-hydroxybenzenemalonate